CC1(N=N1)CCCN 3-(3-methyl-3H-diazirin-3-yl)propan-1-amine